ClCC(=O)C1=C(N(C2=CC=CC=C12)C1=CC=C(C(=O)N)C=C1)C 4-[3-(2-Chloro-acetyl)-2-methyl-indol-1-yl]-benzamide